monopotassium cetyl phosphate P(=O)(OCCCCCCCCCCCCCCCC)([O-])O.[K+]